C1(=CC=CC=C1)C1=NC(=CC(=N1)C=1C=C(C=CC1)C1=CC=CC(=N1)C1=C(C=CC=C1)O)C1=CC=CC=C1 2-(6-(3-(2,6-diphenylpyrimidin-4-yl)phenyl)pyridin-2-yl)phenol